F[C@@H]1CN(CC[C@@]1(O)C)C1=NC=NC(=N1)NC=1N=CC2=C(C=NC(=C2C1)C(C)C)N1[C@@H]([C@H](C1)CS(=O)(=O)C)C (3R,4S)-3-fluoro-1-(4-((5-isopropyl-8-((2R,3S)-2-methyl-3-((methylsulfonyl)methyl)azetidin-1-yl)-2,6-naphthyridine-3-yl)amino)-1,3,5-triazin-2-yl)-4-methylpiperidin-4-ol